OC=1C=C2C=CC(OC2=CC1O)=O 6,7-dihydroxycoumarin